methyl (1S,4R,5R)-2-azabicyclo[2.2.1]heptane-5-carboxylate [C@@H]12NC[C@@H]([C@@H](C1)C(=O)OC)C2